FC=1C=CC2=C(N(C(N2)=O)C=2C=CC(=NC2)C(=O)NC)C1 5-(6-fluoro-2-oxo-2,3-dihydro-1H-benzo[d]imidazol-1-yl)-N-methylpyridinecarboxamide